C(#C)[C@]1([C@H](CC(O1)N1C(NC(C(=C1)C#N)=O)=O)O)CO 1-((4S,5R)-5-ethynyl-4-hydroxy-5-(hydroxymethyl)tetrahydrofuran-2-yl)-2,4-dioxo-1,2,3,4-tetrahydropyrimidine-5-carbonitrile